3-Isopropylimidazo[2,1-f][1,2,4]triazine-2,4(1H,3H)-dione C(C)(C)N1C(NN2C(C1=O)=NC=C2)=O